4-amino-5-chloro-2-methoxy-N-((3S,4R)-3-methoxy-1-(2-(3-oxo((8-oxo-8-(((2S,3R,4R,5R)-2,3,4,5,6-pentahydroxyhexyl)amino)octyl)amino)propoxy)ethyl)piperidin-4-yl)benzamide NC1=CC(=C(C(=O)N[C@H]2[C@H](CN(CC2)CCOCCC(=O)NCCCCCCCC(NC[C@@H]([C@H]([C@@H]([C@@H](CO)O)O)O)O)=O)OC)C=C1Cl)OC